1-{3-methoxy-4-{2-[4-(2,3-dichlorophenyl)piperazin-1-yl]ethoxy}benzyl}-3-(3-chloro-4-fluorophenyl)urea COC=1C=C(CNC(=O)NC2=CC(=C(C=C2)F)Cl)C=CC1OCCN1CCN(CC1)C1=C(C(=CC=C1)Cl)Cl